ClC=1C(N(C(=CC1OC([2H])([2H])C1=C(C=C(C=C1)F)F)C)C1=CC(=NC=C1C)C1=NC(=NC=C1)C(C)(C)O)=O 3-Chloro-4-((2,4-difluorophenyl)methoxy-d2)-2'-(2-(2-hydroxypropan-2-yl)pyrimidin-4-yl)-5',6-dimethyl-2H-[1,4'-bipyridin]-2-one